C(CCC)(=O)C1=CC=C(OC=2C3=CC=C(N3)C(=C3C=CC(C(=C4C=CC(=C(C=5C=CC2N5)C5=CC=CC=C5)N4)C4=CC=CC=C4)=N3)C3=CC=CC=C3)C=C1 5-(4-butyrylphenoxy)-10,15,20-triphenylporphyrin